2,2'-ethylene-bis(6-tert-butyl-4-isobutylphenol) C(CC1=C(C(=CC(=C1)CC(C)C)C(C)(C)C)O)C1=C(C(=CC(=C1)CC(C)C)C(C)(C)C)O